ClC1=C(C=NN1)C1=CC=C2C(=CN(C2=C1)CCNC)C(=O)C1COC2=CC=C(C=C2C1)OC [6-(5-Chloro-1H-pyrazol-4-yl)-1-[2-(methylamino)ethyl]indol-3-yl]-(6-methoxychroman-3-yl)methanone